[Pd+2].ClC1=C([C-](C=C1)P(C1CCCCC1)C1CCCCC1)Cl.[C-]1(C=CC=C1)P(C1CCCCC1)C1CCCCC1.[Fe+2] Dichloro[1,1'-bis(dicyclohexylphosphino)ferrocene] palladium (II)